ClC=1C=C2C=C(NC2=CC1)C(=O)N[C@H](C(=O)NN(C(C(F)Cl)=O)CCC(=O)N)CC12CC(C1)C2 |r| 5-chloro-N-[rac-(1S)-2-[2-(3-amino-3-oxo-propyl)-2-(2-chloro-2-fluoro-acetyl)hydrazino]-1-(1-bicyclo[1.1.1]pentanylmethyl)-2-oxo-ethyl]-1H-indole-2-carboxamide